FC1=C(C=CC(=C1I)F)C1=C(C=C(C=C1F)F)S(=O)(=O)N (2,4-difluoro-3-iodophenyl)-3,5-difluorobenzenesulfonamide